Dioxacyclopenten-4-amine C1=COC(O1)N